FC=1C(=CC=2C3=C(NC(C2C1)=O)COCC3N(C(=O)C=3NC1=CC(=CC(=C1C3)C(F)F)F)C)F N-(8,9-difluoro-6-oxo-1,4,5,6-tetrahydro-2H-pyrano[3,4-c]isoquinolin-1-yl)-4-(difluoromethyl)-6-fluoro-N-methyl-1H-indole-2-carboxamide